S(=O)(=O)=NC(NC=1N=NNC1)=O sulfonylureido-triazole